FC[C@@H]1[C@@H]([C@@H]([C@H](C(O1)O)O)O)O (3R,4S,5R,6S)-6-(fluoromethyl)tetrahydropyran-2,3,4,5-tetrol